C(C)(C)(C)C=1C(=C(C#N)C(=CC1)N1C(C(C2=CC(=CC=C12)C=1C=NN(C1)C1OCCCC1)(C)C)=O)Cl tert-butyl-2-chloro-6-(3,3-dimethyl-2-oxo-5-(1-(tetrahydro-2H-pyran-2-yl)-1H-pyrazol-4-yl)indolin-1-yl)benzonitrile